1,2-cyclohexane-diamine C1(C(CCCC1)N)N